CCCCCCCC/C=C\CCCCCCCCCCCC(=O)OC[C@H](COP(=O)([O-])OCC[N+](C)(C)C)OC(=O)CCCC/C=C\C/C=C\C/C=C\CCCCC 1-(13Z-docosenoyl)-2-(6Z,9Z,12Z-octadecatrienoyl)-sn-glycero-3-phosphocholine